4-bromo-2,6-dimethoxyphenyl-terpyridine BrC1=CC(=C(C(=C1)OC)C=1C(=NC=CC1)C1=NC=CC=C1C1=NC=CC=C1)OC